tert-butyl (2S,3R,7aR)-2-(hydroxymethyl)-3-(1-(tetrahydro-2H-pyran-2-yl)-1H-pyrazol-3-yl)-tetrahydro-1H-pyrrolizine-7a(5H)-carboxylate OC[C@H]1C[C@]2(CCCN2[C@H]1C1=NN(C=C1)C1OCCCC1)C(=O)OC(C)(C)C